(-)-1-[(3S*,4R*)-4-(2,6-difluoro-4-methoxyphenyl)-2-oxopyrrolidin-3-yl]-3-(3-fluoro-phenyl)urea FC1=C(C(=CC(=C1)OC)F)[C@H]1[C@@H](C(NC1)=O)NC(=O)NC1=CC(=CC=C1)F |o1:10,11|